(2R,3S,4S)-4-hydroxy-2-[(4-methoxyphenyl)methyl]pyrrolidin-3-yl N-{[(3S)-4,4-difluoropyrrolidin-3-yl]methyl}carbamate FC1([C@@H](CNC1)CNC(O[C@H]1[C@H](NC[C@@H]1O)CC1=CC=C(C=C1)OC)=O)F